C(#N)C=1C(=C(N2C1N=CC=C2C)C2=C(C(=CC=C2C)OC)C)C(=O)O 8-cyano-6-(3-methoxy-2,6-dimethylphenyl)-4-methylpyrrolo[1,2-a]pyrimidine-7-carboxylic acid